C(C)(C)(C)OC methyl tertiary butyl ether